(S)-1-(1-(5-fluoro-3-methylbenzofuran-2-yl)-2-methylpropyl)-3-(4-oxo-3,4-dihydroquinazolin-6-yl)urea FC=1C=CC2=C(C(=C(O2)[C@H](C(C)C)NC(=O)NC=2C=C3C(NC=NC3=CC2)=O)C)C1